5-acetamidonicotinic acid C(C)(=O)NC=1C=NC=C(C(=O)O)C1